BrC1=CC(=C(CN2C(N(CC(C2)C)C2=CC(=C(C=C2)OC)OCCCCC)=O)C=C1)OC 1-(4-bromo-2-methoxybenzyl)-3-(4-methoxy-3-(pentyloxy)phenyl)-5-methyltetrahydro-pyrimidin-2(1H)-one